methyl (S)-4-(3-bromophenyl)-3-hydroxybutyrate BrC=1C=C(C=CC1)C[C@@H](CC(=O)OC)O